FC=1C(=NC=CC1CC=1C=NC=C(C1C)\C=N/NS(=O)(=O)C1=CC=C(C=C1)C)NC(OCCCC)=O butyl N-[3-fluoro-4-({4-methyl-5-[(1Z)-[(4-methylbenzenesulfonamido) imino]methyl]pyridin-3-yl}methyl)pyridin-2-yl]carbamate